1-(bromomethyl)-4-(2-fluoroprop-2-yl)benzene BrCC1=CC=C(C=C1)C(C)(C)F